FC[C@H](C)NCC(CN1C=NC=C(C1=O)O)C1=CC=C(C=C1)C#CC1=CC=C(C=C1)CN1CC(C1)OC 3-((((S)-1-fluoropropan-2-yl)amino)-2-(4-((4-((3-methoxyazetidin-1-yl)methyl)phenyl)ethynyl)phenyl)propyl)-5-hydroxypyrimidin-4(3H)-one